Cl.C12(CNCC2C1)O 3-azabicyclo[3.1.0]hexan-1-ol Hydrochloride